N-((2-(3-(cyclobutylmethoxy)-4-(difluoromethoxy)phenyl)oxazol-4-yl)methyl)-2-(2-hydroxyethoxy)benzamide C1(CCC1)COC=1C=C(C=CC1OC(F)F)C=1OC=C(N1)CNC(C1=C(C=CC=C1)OCCO)=O